1,3-dimethoxy-2-propanol COCC(COC)O